C1(CCCC1)N1C(=CC2=C1N=C(N=C2)NC2=CC=C(C=C2)C(NCCCCCCOC2=C1C(N(C(C1=CC=C2)=O)C2C(NC(CC2)=O)=O)=O)=O)C(=O)N(C)C 7-cyclopentyl-2-((4-((6-((2-(2,6-dioxopiperidin-3-yl)-1,3-dioxoisoindolin-4-yl)oxy)hexyl)carbamoyl)phenyl)amino)-N,N-dimethyl-7H-pyrrolo[2,3-d]pyrimidine-6-carboxamide